C(#C)C1=CC(N(C=2N=C(N=CC21)NC2=CC=C(C=C2)N2CCN(CC2)C)C2C(NCC2)=O)=O 5-ethynyl-2-((4-(4-methylpiperazin-1-yl)phenyl)amino)-8-(2-oxopyrrolidin-3-yl)pyrido[2,3-d]pyrimidin-7(8H)-one